(S)-N-((1S)-1-(4-bromo-5-chloro-6-fluoro-1-(tetrahydro-2H-pyran-2-yl)-1H-indazol-7-yl)ethyl)-2-methylpropane-2-sulfinamide BrC1=C2C=NN(C2=C(C(=C1Cl)F)[C@H](C)N[S@@](=O)C(C)(C)C)C1OCCCC1